(3R)-3-methyl-3-(1-methyl-6-nitro-indazol-3-yl)piperidine-2,6-dione C[C@]1(C(NC(CC1)=O)=O)C1=NN(C2=CC(=CC=C12)[N+](=O)[O-])C